4-(4-chlorophenyl)-6-(4-methylpiperazin-1-yl)-2-(pyridin-3-yl)pyrimidine ClC1=CC=C(C=C1)C1=NC(=NC(=C1)N1CCN(CC1)C)C=1C=NC=CC1